FC1=C(C=CC(=C1)OC)C1=NN2C(CN([C@@H](C2)C)C(C=C)=O)=C1C1=CC=NC=C1 |r| 1-[(RS)-2-(2-fluoro-4-methoxyphenyl)-6-methyl-3-(pyridin-4-yl)-6,7-dihydropyrazolo[1,5-a]pyrazin-5(4H)-yl]prop-2-en-1-one